3-tert-butyl-1-[(3R)-1-{[3-(difluoromethyl)phenyl]methyl}-3-methyl-2-oxo-7-(trifluoromethyl)-3H-pyrido[2,3-b][1,4]oxazin-6-yl]urea C(C)(C)(C)NC(NC=1C(=CC2=C(O[C@@H](C(N2CC2=CC(=CC=C2)C(F)F)=O)C)N1)C(F)(F)F)=O